OC1=C(C(=CC(=C1)C(F)(F)F)C)C=1C=C(C=2C(N1)=NN(C2)[C@H]2CCC(NC2)=O)C |o1:21| (S or R)-5-(6-(2-hydroxy-6-methyl-4-(trifluoromethyl)phenyl)-4-methyl-2H-pyrazolo[3,4-b]pyridin-2-yl)piperidin-2-one